Cl.Cl.C(#N)C1=NC(=NC(=C1)C)N1CCN(CC1)S(=O)(=O)C1=CC=C(C=C1)NC(C1=C(C=CC(=C1)CNCCNC)N(S(=O)(=O)C)C)=O N-(4-((4-(4-Cyano-6-methylpyrimidin-2-yl)piperazin-1-yl)sulfonyl)phenyl)-5-(((2-(methylamino)ethyl)amino)methyl)-2-(N-methylmethylsulfonamido)benzamide dihydrochloride